(S)-quinuclidin-3-yl((R)-5-(4-butylphenyl)-2,2,6-trimethyl-2,3-dihydro-1H-inden-1-yl)carbamate N12C[C@H](C(CC1)CC2)OC(N[C@@H]2C(CC1=CC(=C(C=C21)C)C2=CC=C(C=C2)CCCC)(C)C)=O